(4-(methoxycarbonyl)-2-nitrophenyl)boronic acid COC(=O)C1=CC(=C(C=C1)B(O)O)[N+](=O)[O-]